(E)-1-acetyl-2-((6-(morpholine-4-carbonyl)-[4,4'-biquinolin]-2-yl)-methylene)indolin-3-one C(C)(=O)N1/C(/C(C2=CC=CC=C12)=O)=C/C1=NC2=CC=C(C=C2C(=C1)C1=CC=NC2=CC=CC=C12)C(=O)N1CCOCC1